FS(=O)(=O)NS(=O)(=O)C(F)(F)F.[Li] lithium fluorosulfonyl-(trifluoromethanesulfonyl)amine